C(C)[C@H]1OC2=C(CN(C1)CC=1C=C(C=CC1C)[C@@H]([C@@H](C(=O)[O-])C)C1=C(C3=C(N(N=N3)CC)C=C1)C)C=CC=C2.[NH4+] Ammonium (2S,3R)-3-(3-(((R)-2-ethyl-2,3-dihydrobenzo[f][1,4]oxazepin-4(5H)-yl)methyl)-4-methylphenyl)-3-(1-ethyl-4-methyl-1H-benzo[d][1,2,3]triazol-5-yl)-2-methylpropanoate